2-(3-(2',5'-difluoro-[1,1'-biphenyl]-4-yl)-2-oxo-1,3-diazepan-1-yl)-4-methylthiazole-5-sulfonic acid FC1=C(C=C(C=C1)F)C1=CC=C(C=C1)N1C(N(CCCC1)C=1SC(=C(N1)C)S(=O)(=O)O)=O